C1(=CC=CC=C1)C12CC3(CC(CC(C1)(C3)C3=CC=CC=C3)(C2)C2=CC=CC=C2)C2=CC=CC=C2 1,3,5,7-tetraphenyl-adamantane